(5R,10R)-10-fluoro-2-((S)-1-(4-fluorophenyl)-3,4-dihydroisoquinolin-2(1H)-yl)-7-methyl-1-oxa-3,7-diazaspiro[4.5]dec-2-ene F[C@@H]1CCN(C[C@@]12CN=C(O2)N2[C@H](C1=CC=CC=C1CC2)C2=CC=C(C=C2)F)C